2-methoxy-6-[(1S)-4-(4,4,5,5-tetramethyl-1,3,2-dioxaborolan-2-yl)indan-1-yl]oxy-5-(trifluoromethyl)pyridine-3-carbaldehyde COC1=NC(=C(C=C1C=O)C(F)(F)F)O[C@H]1CCC2=C(C=CC=C12)B1OC(C(O1)(C)C)(C)C